[1,2,4]triazolo-[4,3-a]pyridine N=1N=CN2C1C=CC=C2